C[C@@H](C#C)OC=1C=2N(C=NC1C=1C=NNC1)N=C(N2)N[C@H]2[C@@H](CC2)C(F)(F)F 8-(((S)-but-3-yn-2-yl)oxy)-7-(1H-pyrazol-4-yl)-N-((1R,2R)-2-(trifluoromethyl)cyclobutyl)-[1,2,4]triazolo[1,5-c]pyrimidin-2-amine